CN(C(=O)[C@@H](C)NC(=O)C1=CC2=C(N=CN2)C=C1)C benzoimidazole-5-carboxylic acid ((R)-1-dimethylcarbamoyl-ethyl)-amide